pyrrolo[1,2-c]oxazol-5-one C1=C2N(CO1)C(C=C2)=O